BrCC1=CN=C(N1)S 5-(bromomethyl)-1H-imidazole-2-thiol